Cl.COC=1C=C(C=CC1C(=O)O)C1=CC=C(C=C1)NC([C@@H]1NCCC1)=O 3-methoxy-4'-(D-prolylamino)[1,1'-biphenyl]-4-carboxylic acid, hydrochloride salt